CC(C(=O)C1=C(O)C=C(C=C1O)O)C (2-methylpropanoyl)phloroglucinol